tert-Butyl 10-methyl-8,11-dioxo-3,4,8,9,10,11-hexahydro-1H-pyrido[4',3':3,4]pyrazolo-[1,5-a][1,4]diazepine-2(7H)-carboxylate CN1C(C=2N(CC(C1)=O)N=C1C2CN(CC1)C(=O)OC(C)(C)C)=O